OCC1=CC=C(CN2CCC3(CN(C3)C(=O)OC(C)(C)C)CC2)C=C1 tert-butyl 7-(4-(hydroxymethyl) benzyl)-2,7-diazaspiro[3.5]nonane-2-carboxylate